C(CCCCCCC=C)[Si](Cl)(Cl)C 8-nonenyl-methyl-dichlorosilane